C(C)O[C@H]1C[C@H](NC1)C(=O)O (2S,4S)-4-ethoxypyrrolidine-2-carboxylic acid